The molecule is an alpha-amino-acid anion that is the conjugate base of glutamic acid, having anionic carboxy groups and a cationic amino group It has a role as a fundamental metabolite. It is a conjugate base of a glutamic acid. It is a conjugate acid of a glutamate(2-). C(CC(=O)[O-])C(C(=O)[O-])[NH3+]